COC1=CC=C(C=C1)C1=NC2=CC=CC=C2C(=C1)N[C@@H]1C[C@@H](C1)N cis-N1-(2-(4-methoxyphenyl)quinolin-4-yl)cyclobutane-1,3-diamine